bis(trifluoromethanesulfonate) zinc [Zn+2].FC(S(=O)(=O)[O-])(F)F.FC(S(=O)(=O)[O-])(F)F